2-methyl-N-[(1R)-1-{2-[(oxan-4-yl)methyl]quinolin-4-yl}ethyl]benzamide CC1=C(C(=O)N[C@H](C)C2=CC(=NC3=CC=CC=C23)CC2CCOCC2)C=CC=C1